C(CC(C)C)C1=NC2=C(N1C=1C=C(SC1)C(=O)N)C=CC=C2 4-(2-isopentyl-1H-benzo[d]imidazol-1-yl)thiophene-2-carboxamide